C(=O)O.C(=O)O.NCC1=CC(=C(C=C1)C=1N=C2SC3=C(N2C1)C=CC(=C3)C(=O)NCCCN3CCCCC3)C3CC3 2-(4-(aminomethyl)-2-cyclopropylphenyl)-N-(3-(piperidin-1-yl)propyl)benzo[d]imidazo[2,1-b]thiazole-7-carboxamide diformate